COCC[Si](C)(C)C 2-methoxyethyl(trimethyl)silane